Cl.NC1CCCN2C[C@H](CC12)O (2S)-8-aminooctahydroindolizin-2-ol hydrochloride